1-(6-cyanopyridin-3-yl)-N-(4-fluorophenyl)-5-hydroxy-3-thioxo-1,2,3,6-tetrahydropyridazine-4-carboxamide C(#N)C1=CC=C(C=N1)N1NC(C(=C(C1)O)C(=O)NC1=CC=C(C=C1)F)=S